7-hydroxy-8-(1H-pyrazol-5-yl)-4H-chromen-4-one hydrochloride Cl.OC1=CC=C2C(C=COC2=C1C1=CC=NN1)=O